Cl.C[C@@H]1CCNCCO1 |r| racemic-7-methyl-1,4-oxazepane hydrochloride